benzo[f]quinoxaline N1=CC=NC=2C=CC3=C(C12)C=CC=C3